t-butyl N-[(E)-3-fluoro-2-[(2-methyl-1-oxo-3,4-dihydroisoquinolin-6-yl)oxymethyl]allyl]carbamate F/C=C(\CNC(OC(C)(C)C)=O)/COC=1C=C2CCN(C(C2=CC1)=O)C